N(=C=O)C1=CC=C(C=C1)N1C(COCC1)=O 4-(4-isocyanatophenyl)morpholin-3-one